O1C(C=CC1)CO 2,5-dihydrofuranmethanol